CC=1SC(=CN1)CC(=O)NC1=NNC=C1 3-{[(2-methyl-1,3-thiazol-5-yl)acetyl]amino}-1H-pyrazol